[Cl-].C(C)(C)(C)PC(C)(C(C)(C)C)C t-butyl-(2,3,3-trimethyl-2-butyl)phosphine chloride